C(C)(C)(C)OC(=O)N1CC2(C1)CC(C2)CC2=NC=C(C=C2)SC(F)(F)F 6-[[5-(trifluoromethylsulfanyl)-2-pyridinyl]methyl]-2-azaspiro[3.3]heptane-2-carboxylic acid tert-butyl ester